C(C1=CC=CC=C1)OCCCCCCOC(C(CCC(=O)OCCCCCCOCC1=CC=CC=C1)=O)=O.BrC1=C(C=C(C=C1)F)C#CC(C)C 1-bromo-4-fluoro-2-(3-methylbut-1-ynyl)benzene bis(6-(benzyloxy)hexyl)2-oxopentanedioate